(R)-tert-butyl 2-(((4-(2-(cyclopropanecarboxamido)pyrazolo[1,5-a]pyridin-5-yl)-6-methylpyridin-3-yl)oxy)methyl)azetidine-1-carboxylate C1(CC1)C(=O)NC1=NN2C(C=C(C=C2)C2=C(C=NC(=C2)C)OC[C@@H]2N(CC2)C(=O)OC(C)(C)C)=C1